FC1=CC=2C3=C(NC2C=C1)CCN(C3)CCC 8-fluoro-2-propyl-2,3,4,5-tetrahydro-1H-pyrido[4,3-b]indole